1,2,3,4-tetrahydronaphthalene-1-ol C1(CCCC2=CC=CC=C12)O